Cl.ClC=1C=C(C=NC1C=1CNCC1)N 5-chloro-6-(2,5-dihydro-1H-pyrrol-3-yl)pyridin-3-amine hydrochloride